C1(C(C2=CC=CC3=CC=CC1=C23)=N)=N acenaphthylene-1,2-diimine